1-(heptadecan-9-yl) 7-(3-hydroxy-2-((((9Z,12Z)-octadeca-9,12-dienoyl)oxy)methyl)propyl) heptanedioate C(CCCCCC(=O)OCC(CO)COC(CCCCCCC\C=C/C\C=C/CCCCC)=O)(=O)OC(CCCCCCCC)CCCCCCCC